ClC1=C2C=CC(=NC2=NC=C1I)O 5-chloro-6-iodo-1,8-naphthyridin-2-ol